N-Benzyl-N-(2-(benzyloxy)-4,4-difluorocyclopentyl)acetamide C(C1=CC=CC=C1)N(C(C)=O)C1C(CC(C1)(F)F)OCC1=CC=CC=C1